N(=[N+]=[N-])CC1=CC=C(C[C@H](N)C(=O)O)C=C1 4-azidomethyl-L-phenylalanine